2-((S)-3-carboxybutanoyl)-4-chloro-7-fluoro-6-methoxybenzo[b]thiophen C(=O)(O)[C@H](CC(=O)C1=CC2=C(S1)C(=C(C=C2Cl)OC)F)C